N1(CCOCC1)CCCCCCCCCCCCCCCCCC(=O)O.C(CCCCCCCCCCCCCCC(C)C)(=O)N isostearamide morpholinestearate